(1r,4r)-4-{6-[(3RS)-2,6-dioxopiperidin-3-yl]-3,4-dihydro-1H-isoquinoline-2-carbonyl}cyclohexane-1-carbaldehyde O=C1NC(CC[C@@H]1C=1C=C2CCN(CC2=CC1)C(=O)C1CCC(CC1)C=O)=O |r|